3-((4-methylpyridin-2-yl)oxy)cyclobutan-1-amine CC1=CC(=NC=C1)OC1CC(C1)N